C(#N)C(=CC1=CC=C(C=C1)Cl)C1=CC=C(C=C1)[N+](=O)[O-] 1-cyano-(p-nitrophenyl)-2-(p-chlorophenyl)ethylene